ClC=1C=CC(=C(C1)C1=CC(=C(N=N1)C)NC1=CC(=NC=C1)NC(CCN1CC(N(CC1)C)C)=O)F N-(4-{[6-(5-chloro-2-fluorophenyl)-3-methylpyridazin-4-yl]amino}pyridin-2-yl)-3-(3,4-dimethylpiperazin-1-yl)propanamide